N-(5-methyl-8-(methylamino)-2,7-naphthyridin-3-yl)cyclopropanecarboxamide CC1=C2C=C(N=CC2=C(N=C1)NC)NC(=O)C1CC1